(2S,3R,4S,5S)-3-(4-ethoxyphenyl)-4-methyl-4-nitro-5-phenylpyrrolidine-2-carboxylic acid methyl ester COC(=O)[C@H]1N[C@H]([C@]([C@@H]1C1=CC=C(C=C1)OCC)([N+](=O)[O-])C)C1=CC=CC=C1